C=1N=CN2C1C1=CC=CC=C1[C@@H]2[C@H]2C1(CC1)C[C@@H]2O (4R,5s)-4-((s)-5H-imidazo[5,1-a]isoindol-5-yl)spiro[2.3]hexan-5-ol